ClC=1C=CC(=C(C1)C1=NN(C=C1NC(=O)C=1C=NN2C1N=CC=C2)CC(=O)N(C(CC)CC)C)OC N-(3-(5-chloro-2-methoxyphenyl)-1-(2-(methyl(pentan-3-yl)amino)-2-oxoethyl)-1H-pyrazol-4-yl)pyrazolo[1,5-a]pyrimidine-3-carboxamide